FC=1C=C(C=CC1OC1=C2C(=NC=C1)NN=C2N[C@@H](CO)C)NC(=O)C=2C(N(N=C(C2)C(C)C)C2=CC=C(C=C2)F)=O (R)-N-(3-fluoro-4-((3-((1-hydroxypropan-2-yl)amino)-1H-pyrazolo[3,4-b]pyridin-4-yl)oxy)phenyl)-2-(4-fluorophenyl)-6-isopropyl-3-oxo-2,3-dihydropyridazine-4-carboxamide